(3-aminophenyl)-N-(4-morpholinophenyl)imidazole NC=1C=C(C=CC1)C=1N(C=CN1)C1=CC=C(C=C1)N1CCOCC1